C(C)(C)C1=CC=C(C=C1)NC(=O)C1=NNC=C1 N-(4-isopropylphenyl)-1H-pyrazole-3-carboxamide